P(OCCC)([O-])=O.[Na+] sodium propyl phosphonate